C([O-])([O-])=O.[S+2] sulfur Carbonate